N-[4-(hydrazinocarbonyl)-3-pyrrolidin-1-ylphenyl]cyclopropanecarboxamide N(N)C(=O)C1=C(C=C(C=C1)NC(=O)C1CC1)N1CCCC1